[Ni]=O.[Nd] Neodymium Nickel oxide